BrC1=CC(=CC2=C1NC=N2)S(=O)(=O)N(C)C(C)(C)C 7-bromo-N-tert-butyl-N-methyl-1H-benzimidazole-5-sulfonamide